2-(((1,3-dimethylpyrrolidine-3-carbonyl)oxy)methyl)propane-1,3-diylbis(8-(octanoyloxy)octanoate) CN1CC(CC1)(C(=O)OCC(CC(C(=O)[O-])CCCCCCOC(CCCCCCC)=O)CC(C(=O)[O-])CCCCCCOC(CCCCCCC)=O)C